ClC1=C(C(=O)N[C@H](C(=O)OCC2=CC=CC=C2)CNC(CNC(C2=CC(=CC=C2)NC=2NCC(CN2)(F)F)=O)=O)C(=CC(=C1)C1=CC=C2C=NNC2=C1)Cl (S)-benzyl 2-(2,6-dichloro-4-(1H-indazol-6-yl)benzamido)-3-(2-(3-(5,5-difluoro-1,4,5,6-tetrahydropyrimidin-2-ylamino)benzamido)acetamido)propanoate